C(C1=CC=CC=C1)N1CC=2C(N(C=3N=CC=CC3C2CC1)CC1=CC(=CC=C1)OC)=O 3-benzyl-6-(3-methoxybenzyl)-2,3,4,6-tetrahydropyrido[3,4-c][1,8]naphthyridin-5(1H)-one